C1(CC1)C=1C=C2C=C(C(N(C2=NC1)CC1=CC=C(C=C1)F)=O)C(=O)N[C@H](C)C1=CC=C(C=C1)F (R)-6-cyclopropyl-1-(4-fluorophenylmethyl)-N-(1-(4-fluorophenyl)ethyl)-2-oxo-1,2-dihydro-1,8-naphthyridine-3-carboxamide